6-cyanohexanamide C(#N)CCCCCC(=O)N